BrC1=CC(=C(C=C1C)C=C1CNC1)F 3-[(4-bromo-2-fluoro-5-methyl-phenyl)methylene]azetidine